1-(5-(2-methoxyethoxy)-3,7-dimethyltricyclo[3.3.1.13,7]dec-1-yl)-1H-pyrazole COCCOC12CC3(CC(CC(C1)(C3)C)(C2)N2N=CC=C2)C